3-(4-chlorophenyl)-1-[3-(thiophen-2-yl)phenyl]urea ClC1=CC=C(C=C1)NC(NC1=CC(=CC=C1)C=1SC=CC1)=O